N-cyclohexyl-2,2'-bipyridine-6-carboxamide C1(CCCCC1)NC(=O)C1=CC=CC(=N1)C1=NC=CC=C1